[(3aS,7aS)-3a-(3,4-dimethoxyphenyl)-1-methyl-3,4,7,7a-tetrahydro-2H-indol-6-yl] 3,4-dimethoxybenzoate COC=1C=C(C(=O)OC2=CC[C@]3(CCN([C@H]3C2)C)C2=CC(=C(C=C2)OC)OC)C=CC1OC